FC1=C(C(=CC(=C1)O[C@@H](C)C1=C(C=CC=C1)F)F)S(=O)(=O)NC=1N=CSC1 (S)-2,6-difluoro-4-(1-(2-fluorophenyl)ethoxy)-N-(thiazol-4-yl)benzenesulfonamide